FC1=CC=C(C=C1)N(C(=O)C1(CC1)C(=O)O)COC 1-((4-Fluorophenyl)(methoxymethyl)carbamoyl)cyclopropane-1-carboxylic Acid